(E)-9-(4-hydroxy-3,5-dimethoxybenzyl)-1-methyl-6,7,8,9-tetrahydropyrazolo[3,4-d]pyrido[1,2-a]pyrimidine-4(1H)-one OC1=C(C=C(CC2CCCN3C2=NC2=C(C3=O)C=NN2C)C=C1OC)OC